1,6-dimethyl-4-((3-chloro-4-fluorophenyl)amino)-1H-indole-2-carboxylic acid ethyl ester C(C)OC(=O)C=1N(C2=CC(=CC(=C2C1)NC1=CC(=C(C=C1)F)Cl)C)C